(2S)-2-[2-(prop-1-en-2-yl)phenyl]pyrrolidine C=C(C)C1=C(C=CC=C1)[C@H]1NCCC1